FC(C1=CC=2N(C=C1)C(=C(N2)N)SCC)(F)F 7-(trifluoromethyl)-3-(ethylthio)imidazo[1,2-a]pyridin-2-amine